CC1=NN2C(C(=CC(=C2)CC2CCC(CC2)(C)C(=O)N2OCC[C@H]2C=2C=NC(=CC2)C)C)=N1 trans-[4-[(2,8-dimethyl-[1,2,4]triazolo[1,5-a]pyridin-6-yl)methyl]-1-methylcyclohexyl]-[(3S)-3-(6-methylpyridin-3-yl)-1,2-oxazolidin-2-yl]methanone